OC1=C(C(=CC(=C1S(=O)(=O)NC(CC1=NC(=NN1)C)=O)CCCCC)O)C1C(CCC(=C1)C)C(=C)C N-((2,6-dihydroxy-5'-methyl-4-pentyl-2'-(prop-1-en-2-yl)-1',2',3',4'-tetrahydro-[1,1'-biphenyl]-3-yl)sulfonyl)-2-(3-methyl-1H-1,2,4-triazol-5-yl)acetamide